ClC1=NNC2=C1N=C(NC1=C2C=C(N=C1)C1=CC=NN1C)C1=C(C=CC=C1F)F 3-chloro-5-(2,6-difluorophenyl)-9-(1-methyl-1H-pyrazol-5-yl)-1,6-dihydropyrazolo[4,3-d]pyrido[4,3-f][1,3]diazepine